[H-].[Tb+3].[H-].[H-] Terbium hydride